COC1=CC(=C(C(=O)OC)C=C1OCCCN(C(=O)C1=CN=CO1)C(C#C)=O)NC(C#C)=O methyl 4-methoxy-2-propiolamido-5-(3-(N-propioloyloxazole-5-carboxamido)propoxy)benzoate